Rel-(2R,3S,4S,5R)-4-[[3-(3,4-difluoro-2-methoxy-phenyl)-4-methyl-5-(trifluoromethyl)tetrahydrofuran-2-carbonyl]amino]pyridine-2-carboxamide FC=1C(=C(C=CC1F)[C@H]1[C@@H](O[C@H]([C@H]1C)C(F)(F)F)C(=O)NC1=CC(=NC=C1)C(=O)N)OC |o1:8,9,11,12|